C(C)(=O)N1CCN(CC1)CCNC(=O)C=1N=C(OC1C1=CC(=CC=C1)OC)C1=CC=C(C=C1)C(F)(F)F (2-(4-acetylpiperazin-1-yl)ethyl)-5-(3-methoxyphenyl)-2-(4-(trifluoromethyl)phenyl)oxazole-4-carboxamide